N-(4,4-difluorocyclohexyl)-5,6-dimethoxy-2-(4-methylthiazol-2-yl)pyrimidin-4-amine FC1(CCC(CC1)NC1=NC(=NC(=C1OC)OC)C=1SC=C(N1)C)F